5-bromo-2-nitropyridin-3-ol BrC=1C=C(C(=NC1)[N+](=O)[O-])O